COC1=C(C(=O)N)C=C(C=N1)NC(C(=O)N1[C@H](CC[C@@H](C1)C)C=1C=CC2=C(N=C(S2)C2C[C@@H]3[C@@H](CN(C3)C)C2)C1)=O 2-methoxy-5-(2-((2R,5S)-5-methyl-2-(2-((3aR,6aS)-2-methyloctahydrocyclopenta[c]pyrrol-5-yl)benzo[d]thiazol-5-yl)piperidin-1-yl)-2-oxoacetamido)nicotinamide